BrC=1C=C(C=2N(C1)C=C(N2)C)S(=O)(=O)NC(C)(C)C 6-bromo-N-tert-butyl-2-methylimidazo[1,2-a]pyridine-8-sulfonamide